4-O-α-D-glucosyl-D-glucose [C@H]1([C@H](O)[C@@H](O)[C@H](O)[C@H](O1)CO)O[C@@H]([C@@H]([C@H](C=O)O)O)[C@H](O)CO